titanium tris(dodecyl benzenesulfonate) isopropoxide CC([O-])C.C(CCCCCCCCCCC)C1=C(C=CC=C1)S(=O)(=O)[O-].C(CCCCCCCCCCC)C1=C(C=CC=C1)S(=O)(=O)[O-].C(CCCCCCCCCCC)C1=C(C=CC=C1)S(=O)(=O)[O-].[Ti+4]